C(#N)C=CC1=CC(=C(C(=C1)F)NC1=NC=NC2=CC=C(C=C12)F)F 4-((4-(2-cyanovinyl)-2,6-difluorophenyl)amino)-6-fluoroquinazoline